N-(3-(4-chlorophenyl)pyrrolidin-3-yl)-N-methyl-4-(trifluoromethoxy)benzenesulfonamide ClC1=CC=C(C=C1)C1(CNCC1)N(S(=O)(=O)C1=CC=C(C=C1)OC(F)(F)F)C